FC=1C=C2C=NN(C2=CC1)CC12CC(C1)(C2)C(=O)N2C(CC(C2)F)C2=CC(=CC=C2)F (3-((5-Fluoro-1H-indazol-1-yl)methyl)bicyclo[1.1.1]pentan-1-yl)(4-fluoro-2-(3-fluorophenyl)pyrrolidin-1-yl)methanone